6-(((methylsulfonyl)oxy)methyl)-6,7-dihydropyrazolo[1,5-a]pyrimidine-4(5H)-carboxylic acid tert-butyl ester C(C)(C)(C)OC(=O)N1C=2N(CC(C1)COS(=O)(=O)C)N=CC2